Cl.C1(CC1)C1=C(C=CC(=N1)C(=O)NC)N1CCNCC1 6-cyclopropyl-N-methyl-5-(piperazin-1-yl)pyridine-2-carboxamide HCl salt